FC1=CC(=C(OC=2N=NC(=CC2C(=O)NC2=CC(=CC=C2)S(N)(=O)=O)C(F)(F)F)C=C1)O 3-(4-fluoro-2-hydroxyphenoxy)-N-(3-sulfamoylphenyl)-6-(trifluoromethyl)pyridazine-4-carboxamide